2-methyl-8-(1H-tetrazol-1-yl)imidazo[1,2-a]pyridine-6-carboxylic acid CC=1N=C2N(C=C(C=C2N2N=NN=C2)C(=O)O)C1